BrC1=C(C=C(C=C1)SC)S 1-bromo-4-methylsulfanyl-(sulfanyl)benzene